1-(4-Acetylphenyl)-6-amino-2-oxo-4-(4-(6-oxo-3-phenylpyridazin-1(6H)-yl)phenyl)-1,2-dihydropyridine-3,5-dicarbonitrile C(C)(=O)C1=CC=C(C=C1)N1C(C(=C(C(=C1N)C#N)C1=CC=C(C=C1)N1N=C(C=CC1=O)C1=CC=CC=C1)C#N)=O